5,5-dimethyl-2-(2-phenoxy-5-pyrimidinylcarbonylamino)-3-hexenoic acid CC(C=CC(C(=O)O)NC(=O)C=1C=NC(=NC1)OC1=CC=CC=C1)(C)C